CC(C)[Si]1(O[Si](O[Si](O1)(C(C)C)C(C)C)(C(C)C)C(C)C)C(C)C 2,2,4,4,6,6-hexakis(1-methylethyl)cyclotrisiloxane